3-methylsulfonyloxy-5,5-dimethyl-4,5-dihydroisoxazole CS(=O)(=O)OC1=NOC(C1)(C)C